N-(cyclopropylmethyl)-6-[3-(1H-imidazol-2-yl)propoxy]-7-methoxy-1H,2H,3H-cyclopenta[b]quinolin-9-amine C1(CC1)CNC1=C2C(=NC=3C=C(C(=CC13)OC)OCCCC=1NC=CN1)CCC2